[Cl-].C(CCCCCCC)[N+](C)(CCCCCCCC)CCCCCCCC tri-n-Octylmethylammonium chloride